2-(2-isopropylphenyl)-4-(3-methoxy-4-(trifluoromethyl)benzyl)piperazin-1-yl-7-azaspiro[3.5]nonane C(C)(C)C1=C(C=CC=C1)C1N(CCN(C1)CC1=CC(=C(C=C1)C(F)(F)F)OC)C1CCC12CCNCC2